6-({4-[(2S)-2-[(8-{3-[(dimethylamino)methyl]phenyl}quinazolin-4-yl)amino]propyl]piperazin-1-yl}sulfonyl)-1,2,3,4-tetrahydroquinazoline-2,4-dione CN(C)CC=1C=C(C=CC1)C=1C=CC=C2C(=NC=NC12)N[C@H](CN1CCN(CC1)S(=O)(=O)C=1C=C2C(NC(NC2=CC1)=O)=O)C